C(C1=CC=CC=C1)OC1=CC(=C(C=C1)N1CCN(CC1)C(=O)OC(C)(C)C)OCOC tert-butyl 4-(4-(benzyloxy)-2-(methoxymethoxy)phenyl)piperazine-1-carboxylate